N-(6-amino-5-ethylpyridin-3-yl)-2-((2R,5S)-5-methyl-2-(3-((1-methylpiperidin-2-yl)methyl)phenyl)piperidin-1-yl)-2-oxoacetamide NC1=C(C=C(C=N1)NC(C(=O)N1[C@H](CC[C@@H](C1)C)C1=CC(=CC=C1)CC1N(CCCC1)C)=O)CC